C(C)C=1C(=NC(=NC1C(F)(F)F)S(=O)(=O)C)C=1C=NN(C1)CC(=O)N1CCN(CC1)C(=O)OC(C)(C)C tert-butyl 4-(2-(4-(5-ethyl-2-(methylsulfonyl)-6-(trifluoromethyl)pyrimidin-4-yl)-1H-pyrazol-1-yl)acetyl)piperazine-1-carboxylate